(R)-2-Methyl-N4-(1-methyl-3-(5-methylpyridin-3-yl)-1H-pyrazol-5-yl)-N1-((S)-11-oxo-2,3,10,11-tetrahydro-1H,5H-benzo[d]pyrazolo[1,2-a][1,2]diazepin-10-yl)succinamide C[C@@H](C(=O)N[C@H]1C2=C(CN3N(C1=O)CCC3)C=CC=C2)CC(=O)NC2=CC(=NN2C)C=2C=NC=C(C2)C